(R)-2,5-dichloro-N-(2-((3-methyl-1-(6-methyl-4,9-dioxo-1,3,6,2-dioxazaboronan-2-yl)butyl)amino)-2-oxoethyl)benzamide ClC1=C(C(=O)NCC(=O)N[C@@H](CC(C)C)B2OC(CCN(CC(O2)=O)C)=O)C=C(C=C1)Cl